Methyl-((2S,E)-7-(dimethylamino)-1-((1-((7-(1-hydroxy-2,2-dimethylpropyl)-1H-benzo[d]imidazol-2-yl)methyl)-2-oxo-1,2-dihydropyridin-3-yl)amino)-1,7-dioxohept-5-en-2-yl)carbamat COC(N[C@H](C(=O)NC=1C(N(C=CC1)CC1=NC2=C(N1)C(=CC=C2)C(C(C)(C)C)O)=O)CC\C=C\C(=O)N(C)C)=O